7-Methoxy-4,4-dimethylchroman COC1=CC=C2C(CCOC2=C1)(C)C